(5-(((trans)-2-(3-(5-methylpyrimidin-2-yl)azetidin-1-yl)cyclohexyl)oxy)-1-oxo-isoindolin-2-yl)piperidine-2,6-dione CC=1C=NC(=NC1)C1CN(C1)[C@H]1[C@@H](CCCC1)OC=1C=C2CN(C(C2=CC1)=O)N1C(CCCC1=O)=O